(2-isocyanatoethyl)benzene N(=C=O)CCC1=CC=CC=C1